OC=1C=CC=2C3(C4=CC=C(C=C4OC2C1)O)OC(C1=CC(=CC=C13)C(=O)N[C@@H](C)C(=O)O)=O N-[(3',6'-dihydroxy-3-oxospiro[isobenzofuran-1(3H),9'-[9H]xanthen]-5-yl)carbonyl]-L-alanine